CC=1N=CC(=NC1)NC=1C=C(C(=NC1)C1=CN=C(N=N1)N1C[C@@H](NCC1)C(C)C)O 5-[(5-methylpyrazin-2-yl)amino]-2-{3-[(3S)-3-(propan-2-yl)piperazin-1-yl]-1,2,4-triazin-6-yl}pyridin-3-ol